benzindolin N1CCC2=CC=C3C(=C12)C=CC=C3